(E)-N-(2-methoxy-5-(4-(2-(4-oxopent-2-enoyl)-2,7-diazaspiro[3.5]nonan-7-yl)quinazolin-6-yl)pyridin-3-yl)-2,4-dimethyl-thiazole-5-sulfonamide COC1=NC=C(C=C1NS(=O)(=O)C1=C(N=C(S1)C)C)C=1C=C2C(=NC=NC2=CC1)N1CCC2(CN(C2)C(\C=C\C(C)=O)=O)CC1